2-propylpyridin-4(1H)-one acetate C(C)(=O)O.C(CC)C=1NC=CC(C1)=O